(S)-2-(4-(benzo[d]thiazol-7-yl)phenyl)-2-(3-(2-ethynyl-thiazol-4-yl)ureido)-N-methyl-acetamide S1C=NC2=C1C(=CC=C2)C2=CC=C(C=C2)[C@@H](C(=O)NC)NC(=O)NC=2N=C(SC2)C#C